C1CC12N(CCCC2)CC#N 2-(4-azaspiro[2.5]octan-4-yl)acetonitrile